Cl.BrC=1C=C2C(=CN=NC2=C(C1)OC)O 6-bromo-8-methoxycinnolin-4-ol hydrochloride